(4-methoxybenzyl)-3-(1-oxo-5-vinylisoindolin-2-yl)piperidine-2,6-dione COC1=CC=C(CN2C(C(CCC2=O)N2C(C3=CC=C(C=C3C2)C=C)=O)=O)C=C1